ClC=1C=NN(C(C1Cl)=O)CC(=O)NC1=CC(=C(C=C1)S(=O)(=O)N1CCN(CCC1)C)C 2-(4,5-dichloro-6-oxo-pyridazin-1-yl)-N-[3-methyl-4-[(4-methyl-1,4-diazepan-1-yl)sulfonyl]phenyl]acetamide